4-(6-butyryl-4-methylpyridin-3-yl)-8-chloroimidazo[1,2-a][1,6]naphthyridin-1-carbonitrile C(CCC)(=O)C1=CC(=C(C=N1)C=1C=2N(C3=CC(=NC=C3C1)Cl)C(=CN2)C#N)C